O1C=C(C2=C1C=CC=C2)C2=NC(=NC(=N2)NC2=CC(=CC=C2)C(F)(F)F)C2CCN(CC2)C(=O)OC(C)(C)C tert-butyl 4-(4-(benzofuran-3-yl)-6-((3-(trifluoromethyl)phenyl)amino)-1,3,5-triazin-2-yl)piperidine-1-carboxylate